FC1(C2(CCN(CC12)C1=NC=C(C=N1)F)C(=O)N1CCOC2=C(C1)C=NC=C2C#N)F 4-[7,7-difluoro-3-(5-fluoropyrimidin-2-yl)-3-azabicyclo[4.1.0]heptane-6-carbonyl]-3,5-dihydro-2H-pyrido[3,4-f][1,4]oxazepine-9-carbonitrile